FC1=C(C(=O)O)C(=CC=C1)NC(C)C=1C=C(C=C2C(C=C(OC12)C1=C(C=CC=C1)F)=O)C 2-Fluoro-6-[1-[2-(2-fluorophenyl)-6-methyl-4-oxo-chromen-8-yl]ethylamino]benzoic acid